FC=1C=C(C=CC1)N1C(=NC(=C1)C1=CC=CC=C1)NCC1=CC(=CC=C1)C(F)(F)F (3-fluorophenyl)-4-phenyl-N-(3-(trifluoromethyl)benzyl)-1H-imidazol-2-amine